CC(CCCCCC)OC(C1=CC=C(C=C1)OC(C1=CC=C(C=C1)OCCCCCC)=O)=O 4-[[4-(hexyloxy)benzoyl]oxy]benzoic acid 2-octyl ester